l-galactonic acid O=C([C@@H](O)[C@H](O)[C@H](O)[C@@H](O)CO)O